(S)-1-(5-amino-2-fluorobenzyl)-3,4-dimethyl-2-oxo-N-(2,4,6-trifluorobenzyl)-1,2,3,4-tetrahydro-quinazoline-7-carboxamide NC=1C=CC(=C(CN2C(N([C@H](C3=CC=C(C=C23)C(=O)NCC2=C(C=C(C=C2F)F)F)C)C)=O)C1)F